C(C)(C)N1C=C(C(C2=CC(=CC=C12)[N+](=O)[O-])=O)C=CC(=O)OCC ethyl 1-isopropyl-6-nitro-4-oxo-1,4-dihydroquinoline-3-acrylate